N-(2-(2,6-dioxopiperidin-3-yl)-1,3-dioxoisoindolin-5-yl)-3-(methylamino)propenamide O=C1NC(CCC1N1C(C2=CC=C(C=C2C1=O)NC(C=CNC)=O)=O)=O